(R)-6-chloro-7-(2-(((3-chloropyridin-2-yl)oxy)methyl)pyrrolidin-1-yl)-4-oxo-1-(4,5,6,7-tetrahydropyrazolo[1,5-a]pyrazin-3-yl)-1,4-dihydroquinoline-3-carboxylic acid ClC=1C=C2C(C(=CN(C2=CC1N1[C@H](CCC1)COC1=NC=CC=C1Cl)C=1C=NN2C1CNCC2)C(=O)O)=O